2,6-dimethylpiperidino-chlorosilane CC1N(C(CCC1)C)[SiH2]Cl